(1-(5-phenylpyrazolo[1,5-a]pyrimidin-7-yl)azetidin-3-yl)methanol C1(=CC=CC=C1)C1=NC=2N(C(=C1)N1CC(C1)CO)N=CC2